C1(=CC=C(C=C1)CC(=O)NC[C@H]([C@@H](O)[C@H]1[C@@H]([C@H](C[C@@](O1)(C(=O)O)OCC1=CC=CC=C1)O)NC(C)=O)O)C1=CC=CC=C1 (2R,4S,5R,6R)-6-((1R,2R)-3-(2-([1,1'-biphenyl]-4-yl)acetamido)-1,2-dihydroxypropyl)-5-acetamido-2-(benzyloxy)-4-hydroxytetrahydro-2H-pyran-2-carboxylic acid